ethyl 1-[5-(4-benzyloxy-2-ethyl-5-methyl-pyrazol-3-yl)-2-[(4-methoxyphenyl)methyl]-1,2,4-triazol-3-yl]-6-methyl-imidazo[1,5-a]pyrazine-3-carboxylate C(C1=CC=CC=C1)OC1=C(N(N=C1C)CC)C=1N=C(N(N1)CC1=CC=C(C=C1)OC)C=1N=C(N2C1C=NC(=C2)C)C(=O)OCC